NC1=C(C(=O)OCCCNC(=O)NCCCOC(C2=C(C=CC=C2)N)=O)C=CC=C1 1,3-bis(3-(2-aminobenzoyloxy)propyl)urea